N-(3-(2'-amino-[2,4'-bipyridin]-4-yl)-4-methylphenyl)-2-(trifluoromethyl)isonicotinamide NC1=NC=CC(=C1)C1=NC=CC(=C1)C=1C=C(C=CC1C)NC(C1=CC(=NC=C1)C(F)(F)F)=O